BrC1=CC(=CC(=C1)Cl)Br 1,3-dibromo-5-chlorobenzene